C(C)(=O)C1=CN(C2=CC=C(C=C12)C=1C=NC(=NC1)C)CC(=O)N1[C@@H](C[C@H](C1)F)C(=O)NC=1C(=C(C=CC1)C1=C(C=CC=C1)Cl)F (2S,4R)-1-(2-(3-acetyl-5-(2-methylpyrimidin-5-yl)-1H-indol-1-yl)acetyl)-N-(2'-chloro-2-fluorobiphenyl-3-yl)-4-fluoropyrrolidine-2-carboxamide